3-(6-(3-aminoprop-1-yn-1-yl)-5-methyl-1H-indazol-1-yl)piperidine-2,6-dione NCC#CC1=C(C=C2C=NN(C2=C1)C1C(NC(CC1)=O)=O)C